ClC1=C(C=C2C=C(N=CC2=C1)NC(=O)C1C(C1)C1=NN(C=C1)C)C1CCN(CC1)[C@]1(COC[C@H]1F)C N-(7-chloro-6-(1-((3S,4S)-4-fluoro-3-methyltetrahydrofuran-3-yl)piperidin-4-yl)isoquinolin-3-yl)-2-(1-methyl-1H-pyrazol-3-yl)cyclopropane-1-carboxamide